ClC1=C(C(=CC=C1)F)N1N=C(C(=C1)NC1=CC=C(C=C1)N1N=CC2=C1CCOC2)C(=O)N 1-(2-chloro-6-fluorophenyl)-4-((4-(6,7-dihydropyrano[4,3-c]pyrazol-1(4H)-yl)phenyl)amino)-1H-pyrazole-3-carboxamide